O[C@]1([C@@H](CCC1)NC1=NC(=NC=C1C=O)SC)C (((1R,2R)-2-hydroxy-2-methylcyclopentyl)amino)-2-(methylthio)pyrimidine-5-carbaldehyde